Cl.ClC1=C(C(=NC=C1)CN)F (4-chloro-3-fluoropyridin-2-yl)methanamine hydrochloride